((3-methoxynaphthalen-2-yl)methyl)trimethylstannane COC=1C(=CC2=CC=CC=C2C1)C[Sn](C)(C)C